Methyl 4-hydroxy-3-(1-(2-hydroxyethyl)-1H-imidazol-5-yl)-5-methoxybenzoate OC1=C(C=C(C(=O)OC)C=C1OC)C1=CN=CN1CCO